sodium indoleacrylate N1C(=CC2=CC=CC=C12)C=CC(=O)[O-].[Na+]